C(C)(C)(C)OC(=O)N1CCN(CC1)C1=CC=C(C=C1)C(NC1C(NC(CC1)=O)=O)=O 4-{4-[(2,6-Dioxopiperidin-3-yl)carbamoyl]Phenyl}piperazine-1-carboxylic acid tert-butyl ester